1-isocyanato-4-[(4-isocyanatocyclohexyl)-methyl]cyclohexane N(=C=O)C1CCC(CC1)CC1CCC(CC1)N=C=O